ClC1=CC2=C(C3=C(CN=C2C2=C(C=CC=C2F)F)C=NC(=N3)NC3=C(C(=O)O)C=CC=C3)C=C1 [9-Chloro-7-(2,6-difluorophenyl)-5H-pyrimido[5,4-d][2]benzazepin-2-yl]aminobenzoic acid